C(C)(C)(C)OC(NC1=NC(=C(C=C1)Br)CO)=O tert-Butyl(5-bromo-6-(hydroxymethyl)pyridin-2-yl)carbamate